NC1=NC2=C(C3=CN=CC=C13)C=C(C(=C2)Cl)C(=O)N([C@@H]2CCC1=NC(=CC=C12)C(F)(F)F)CC1CC1 (R)-5-amino-8-chloro-N-(cyclopropylmethyl)-N-(2-(trifluoromethyl)-6,7-dihydro-5H-cyclopenta[b]pyridin-5-yl)benzo[c][2,6]naphthyridin-9-carboxamide